C(C(C)C)(=O)N([C@@H](CCCCN)C(=O)[O-])C(C(C)C)=O.C(C(C)C)(=O)N([C@@H](CCCCN)C(=O)[O-])C(C(C)C)=O.[Mn+2] manganese di-(di-isobutyryl lysinate)